F[C@@H]1C[C@H](N(C1)C(CN1C(NC(C(=C1)C)=O)=O)=O)C(=O)N[C@H](C1=NC=C(C=C1)C(C)C)C1=CC=CC=C1 (2S,4R)-4-fluoro-1-[2-(5-methyl-2,4-dioxo-1,2,3,4-tetrahydropyrimidin-1-yl)acetyl]-N-[(S)-phenyl[5-(propan-2-yl)pyridin-2-yl]methyl]pyrrolidine-2-carboxamide